1-(2-((4-(4-amino-3-(4-phenoxyphenyl)-1H-pyrazolo[3,4-d]pyrimidin-1-yl)piperidin-1-yl)methyl)-4-fluorophenyl)dihydropyrimidine-2,4(1H,3H)-dione NC1=C2C(=NC=N1)N(N=C2C2=CC=C(C=C2)OC2=CC=CC=C2)C2CCN(CC2)CC2=C(C=CC(=C2)F)N2C(NC(CC2)=O)=O